tert-butyl 4-(4-(8-amino-1-(4-((5-fluoro-2-methoxybenzamido)methyl)phenyl)imidazo[1,5-a]pyrazin-3-yl)phenyl)-3,6-dihydropyridine-1(2H)-carboxylate NC=1C=2N(C=CN1)C(=NC2C2=CC=C(C=C2)CNC(C2=C(C=CC(=C2)F)OC)=O)C2=CC=C(C=C2)C=2CCN(CC2)C(=O)OC(C)(C)C